1-1-Ethyl-3-methylimidazolium hydrogen sulfate S(=O)(=O)(O)[O-].C(C)N1C=[N+](C=C1)C